CN1[C@@H]2CN[C@H](C1)C2 (1s,4s)-5-methyl-2,5-diazabicyclo[2.2.1]Heptane